COC1(CCC1)C(=O)O Methoxycyclobutane-1-carboxylic acid